CN(C)CC1=C(C(=CC(=C1)CN(C)C)CN(C)C)O 2,4,6-tri((dimethylamino)methyl)phenol